2-[(3-chloro-4-fluorophenyl)-[1-(3-chloro-4-fluorophenyl)ethoxy]methyl]-4-methyl-5-methylsulfonyl-1H-imidazole ClC=1C=C(C=CC1F)C(C=1NC(=C(N1)C)S(=O)(=O)C)OC(C)C1=CC(=C(C=C1)F)Cl